tert-butyl [(4-cyanobicyclo[2.2.2]octan-1-yl)methyl]carbamate C(#N)C12CCC(CC1)(CC2)CNC(OC(C)(C)C)=O